[Si](C)(C)(C(C)(C)C)OC1=CC=CC2=C1N(C(N2)=O)C 7-((tert-butyldimethylsilyl)oxy)-1-methyl-1,3-dihydro-2H-benzo[d]imidazol-2-one